1-(sec-butylsulfinyl)-2-(5-(p-tolyl)-1H-imidazol-2-yl)piperidine C(C)(CC)S(=O)N1C(CCCC1)C=1NC(=CN1)C1=CC=C(C=C1)C